2-((E)-2-((E)-2-(diethylamino)-3-(2-((E)-1,3,3-trimethylindolin-2-ylidene)ethylidene)cyclohex-1-en-1-yl)vinyl)-1,3,3-trimethyl-3H-indol-1-ium iodide [I-].C(C)N(C/1=C(CCC\C1=C/C=C\1/N(C2=CC=CC=C2C1(C)C)C)/C=C/C1=[N+](C2=CC=CC=C2C1(C)C)C)CC